N-(2-chloro-5-nitropyrimidin-4-yl)-N-(4-hydroxybicyclo[2.2.1]heptan-1-yl)glycinate ClC1=NC=C(C(=N1)N(CC(=O)[O-])C12CCC(CC1)(C2)O)[N+](=O)[O-]